C(C=C)[C@H]1C=C[C@@H]([C@@H](O1)C(C)O)OCOC 1-[(2S,3S,6S)-6-allyl-3-(methoxymethoxy)-3,6-dihydro-2H-pyran-2-yl]ethan-1-ol